C1C(CCCC1)=C1C2CCCC2CCC1 4-(2-cyclohexylidene)octahydro-1H-indene